N1C[C@@H](CC1)O (3R)-tetrahydro-1H-pyrrol-3-ol